4-(7-fluoro-5-methyl-1,3-dihydro-2H-benzo[c]azepine-2-yl)-2,6-dimethylbenzene FC1=CC2=C(CN(CC=C2C)C2=CC(=CC(=C2)C)C)C=C1